1-((2-hydroxyethyl)sulfonyl)-N-(6-morpholinopyridin-2-yl)-6-(6-azaspiro[2.5]octan-6-yl)indoline-5-carboxamide OCCS(=O)(=O)N1CCC2=CC(=C(C=C12)N1CCC2(CC2)CC1)C(=O)NC1=NC(=CC=C1)N1CCOCC1